5-(2-ethylhexyl)benzo[c][1,5]naphthyridine-6(5H)-one C(C)C(CN1C(C2=C(C3=NC=CC=C13)C=CC=C2)=O)CCCC